(2,5-dimethylpyridin-3-yl)acrylamide CC1=NC=C(C=C1C(C(=O)N)=C)C